F[C@H](C1=CC=C2C=CC(=CC2=C1)C(=O)O)P(=O)(OC1=CC=CC=C1)N[C@H](C(OCCC)=O)C 7-((1S)-fluoro((((S)-1-oxo-1-propoxypropan-2-yl)amino)(phenoxy)phosphoryl)methyl)-2-naphthoic acid